C1(=CC=C(C=C1)CCN1[C@H]([C@H]([C@@H]([C@H](C1)O)O)O)CO)C1=CC=CC=C1 (2S,3R,4R,5S)-1-(2-([1,1'-biphenyl]-4-yl)ethyl)-2-(hydroxymethyl)piperidine-3,4,5-triol